C(C)(C)(C)OC(=O)N1[C@H]2CN(C[C@@H](C1)CC2)C(=O)OCC2=CC=CC=C2 (1S,5R)-3,6-diazabicyclo[3.2.2]nonane-3,6-dicarboxylic acid 3-benzyl 6-(tert-butyl) ester